OC=1C=CC=C2C=CC=NC12.OC=1C=CC=C2C=CC=NC12.[Ba] barium bis(8-hydroxyquinoline)